C1=CNN(NC1=S)S triazine-2,4-dithiol